8-methoxy-3-(4-(4-methylpiperazin-1-yl)butoxy)-6H-benzo[c]benzopyran-6-one COC=1C=CC2=C(C(OC3=C2C=CC(=C3)OCCCCN3CCN(CC3)C)=O)C1